1-[2-[(2R)-4-[5-[1-[(2-cyano-3-pyridyl)methyl]-2,2-dimethyl-3-oxo-pyrrolo[2,3-b]pyridin-6-yl]pyrimidin-2-yl]-2-methyl-piperazin-1-yl]-2-oxo-ethyl]triazol C(#N)C1=NC=CC=C1CN1C(C(C=2C1=NC(=CC2)C=2C=NC(=NC2)N2C[C@H](N(CC2)C(CN2N=NC=C2)=O)C)=O)(C)C